BrC=1C=C(C=CC1)C(CCC(C)(C)C)=O 1-(3-bromophenyl)-4,4-dimethylpentan-1-one